2-(4-(((R)-5,5-dimethyltetrahydrofuran-3-yl)amino)pyrido[3,4-d]pyridazin-1-yl)-3,5-dimethylphenol CC1(C[C@H](CO1)NC=1N=NC(=C2C1C=NC=C2)C2=C(C=C(C=C2C)C)O)C